2-methyl-2,4-hexadiene CC(C)=CC=CC